C(#N)C1(CC1)NS(=O)(=O)C1=CC=C2C3=C(N(C2=C1)C=1SC(=NN1)C(F)F)N=CN=C3N3C[C@@H](N(CC3)CC3CC3)C (S)-N-(1-cyanocyclopropyl)-4-(4-(cyclopropylmethyl)-3-methylpiperazin-1-yl)-9-(5-(difluoromethyl)-1,3,4-thiadiazol-2-yl)-9H-pyrimido[4,5-b]indole-7-sulfonamide